CC1=C(C(=CN(C1=O)C1CCOCC1)C(=O)N[C@H](C)C1=C(C(=CC=C1)C(F)(F)F)C)NC1CCN(CC1)C (R)-5-methyl-N-(1-(2-methyl-3-(trifluoromethyl)phenyl)ethyl)-4-((1-methylpiperidin-4-yl)amino)-6-oxo-1-(tetrahydro-2H-pyran-4-yl)-1,6-dihydropyridine-3-carboxamide